FC=1C=C(C=CC1F)/C(=C(/C=1C=C2C=NN(C2=CC1)C1OCCCC1)\C1=CC=C(OCCNC(OC(C)(C)C)=O)C=C1)/CC tert-butyl (E)-(2-(4-(2-(3,4-difluorophenyl)-1-(1-(tetrahydro-2H-pyran-2-yl)-1H-indazol-5-yl)but-1-en-1-yl)phenoxy)ethyl)carbamate